BrC1=CC(=NC=C1)C(C(F)(F)F)O 1-(4-bromopyridin-2-yl)-2,2,2-trifluoroethan-1-ol